N-(1-(5-fluoro-2-(2,2-difluoroethoxy)phenyl)ethyl)-3-(1H-pyrazol-4-yl)pyrazolo[1,5-a]pyrimidin-5-amine FC=1C=CC(=C(C1)C(C)NC1=NC=2N(C=C1)N=CC2C=2C=NNC2)OCC(F)F